C(C)N1CCN(CC1)[C@@H]1[C@H](CCCC1)NC(=O)N1CCC(CC1)C1=CC=C(C=C1)C |r| rac-N-[(1s,2s)-2-(4-ethylpiperazin-1-yl)cyclohexyl]-4-(4-methylphenyl)piperidine-1-carboxamide